NC1=NC(=C(C=C1C=1C=C2C=NNC(C2=CC1)=O)C1=CC=C(C=C1)N1CCN(CC1)C(C)C)F 6-(2-amino-6-fluoro-5-(4-(4-isopropylpiperazin-1-yl)phenyl)pyridin-3-yl)phthalazin-1(2H)-one